CC1=NC(=CC=C1NC(=O)[C@@H]1[C@H](CCCC1)C(=O)O)C1=C(C(=NO1)C)NC(=O)OCCC1=C(C=CC=C1)C (1S,2S)-2-((2-methyl-6-(3-methyl-4-((((R)-(o-tolyl)ethoxy)carbonyl)amino)isoxazol-5-yl)pyridin-3-yl)carbamoyl)cyclohexane-1-carboxylic acid